(4-((5-chloro-4-(1-methyl-1H-pyrazol-4-yl)pyrimidin-2-yl)amino)-3-methoxyphenyl)(4-(oxetan-3-yl)piperazin-1-yl)methanone ClC=1C(=NC(=NC1)NC1=C(C=C(C=C1)C(=O)N1CCN(CC1)C1COC1)OC)C=1C=NN(C1)C